N1[C@H](CC1)CN(CC(=O)OC(C)(C)C)C(=O)OCOP(=O)(OC(C)(C)C)OC(C)(C)C tert-butyl (R)-N-(azetidin-2-ylmethyl)-N-((((di-tert-butoxyphosphoryl)oxy)methoxy)carbonyl)glycinate